CC1=NC2=CC=CC=C2C(N1C1=C(C(=CC=C1)C(=O)O)C)=O 2-methyl-3-(2-methyl-3-carboxyl-phenyl)-4(3H)quinazolinone